tert-butyl (R)-3-((7-methoxyquinolin-5-yl)amino)pyrrolidine-1-carboxylate COC1=CC(=C2C=CC=NC2=C1)N[C@H]1CN(CC1)C(=O)OC(C)(C)C